(2-(2,2-difluoro-5-vinylbenzo[d][1,3]dioxol-4-yl)-2-hydroxyethyl)(methyl)carbamic acid tert-butyl ester C(C)(C)(C)OC(N(C)CC(O)C1=C(C=CC=2OC(OC21)(F)F)C=C)=O